(S)-N-(2-(4,4-difluorocyclohexyl)-4-(2,5-difluorophenyl)pyridin-3-yl)-2-(2-methylazetidin-1-yl)pyrimidine-5-carboxamide FC1(CCC(CC1)C1=NC=CC(=C1NC(=O)C=1C=NC(=NC1)N1[C@H](CC1)C)C1=C(C=CC(=C1)F)F)F